CC1=CC=CC(=N1)C1=C(N=CN1)C=1C=C2C=C(C=NC2=CC1)NCCN1C[C@H](CC1)C(=O)O[C@@H]1CN(CC1)C (S)-1-methylpyrrolidin-3-yl (S)-1-(2-((6-(5-(6-methylpyridin-2-yl)-1H-imidazol-4-yl)quinolin-3-yl)amino)ethyl)pyrrolidine-3-carboxylate